(R)-3-(3-(3-fluoro-5-(imidazo[1,2-a]pyridine-3-carboxamido)-4-methylphenyl)-1,2,4-oxadiazol-5-yl)piperidine-1-carboxylic acid methyl ester COC(=O)N1C[C@@H](CCC1)C1=NC(=NO1)C1=CC(=C(C(=C1)NC(=O)C1=CN=C2N1C=CC=C2)C)F